1-(2-chlorophenyl)-7-isopropylquinazolin-2,4(1H,3H)-dione ClC1=C(C=CC=C1)N1C(NC(C2=CC=C(C=C12)C(C)C)=O)=O